C(C=1C(C(=O)[O-])=CC=CC1)(=O)OCCCCCCCC mono-octyl phthalate